BrC=1C(=NC(=NC1)NC1=CC=C(C=C1)N1CCNCC1)NC1=C(C(=O)NC)C=CC=C1 2-((5-bromo-2-((4-(piperazin-1-yl)phenyl)amino)pyrimidin-4-yl)amino)-N-methylbenzamide